CC1(C2=CC=CC=C2C=2C=CC(=CC12)N(C1=CC=2C(C3=CC=CC=C3C2C=C1)(C1=CC=CC=C1)C1=CC=CC=C1)C1=CC=C(C=C1)C=C)C N-(9,9-dimethyl-9H-fluoren-2-yl)-9,9-diphenyl-N-(4-vinylphenyl)-9H-fluoren-2-amine